4-nitrobenzaldehyde O-(2-((1S,3S)-3-acetyl-2,2-dimethylcyclobutyl)acetyl) oxime C(C)(=O)[C@@H]1C([C@@H](C1)CC(=O)ON=CC1=CC=C(C=C1)[N+](=O)[O-])(C)C